CC=1C=CC=2N(C1)C(=C(N2)C2=CC=C(C=C2)C)CC(=O)O 2-(6-methyl-2-(p-methylphenyl)imidazo[1,2-a]pyridin-3-yl)acetic acid